2-[[4-[(E)-3-(4-Methoxy-3-propoxyphenyl)prop-2-enoyl]phenyl]sulfonyl-methylamino]acetic acid COC1=C(C=C(C=C1)/C=C/C(=O)C1=CC=C(C=C1)S(=O)(=O)N(CC(=O)O)C)OCCC